1,4-bis(dichlorophosphino)butane ClP(CCCCP(Cl)Cl)Cl